N1-(1H-benzimidazol-2-ylmethyl)-3,3-difluoro-N1-(5,6,7,8-tetrahydroquinolin-8-yl)-butane-1,4-diamine N1C(=NC2=C1C=CC=C2)CN(CCC(CN)(F)F)C2CCCC=1C=CC=NC21